OCCC=1C=NC=CC1 3-(2-hydroxyethyl)-pyridine